N1=CN=C(C2=C1C=NC2)N 5H-Pyrrolo(3,4-d)pyrimidin-4-amine